(3-(5-Methyl-1H-imidazol-1-yl)propyl)-2-cyano-3-(biphenyl-4-yl)guanidin CC1=CN=CN1CCCNC(=NC#N)NC1=CC=C(C=C1)C1=CC=CC=C1